2-AMINOOXAZOLE NC=1OC=CN1